N-{(2S,3R,4S)-4-fluoro-1-(oxetan-2-carbonyl)-2-[(2,3',5'-trifluoro[1,1'-biphenyl]-3-yl)methyl]pyrrolidin-3-yl}ethanesulfonamide F[C@@H]1[C@@H]([C@@H](N(C1)C(=O)C1OCC1)CC=1C(=C(C=CC1)C1=CC(=CC(=C1)F)F)F)NS(=O)(=O)CC